ClC1=CC(=CC2=C1N(C=N2)C/C=C/[C@H]2NCCC[C@@H]2O)C(F)(F)F (2R,3S)-2-((E)-3-(7-chloro-5-(trifluoromethyl)-1H-benzo[d]imidazol-1-yl)prop-1-en-1-yl)piperidin-3-ol